ClC=1C=C(C[NH-])C=CC1F 3-chloro-4-fluoro-benzylamide